(S)-1-((2-(2'-Chloro-2-methyl-3'-(1-methyl-4,5,6,7-tetrahydro-1H-imidazo[4,5-c]pyridine-2-carboxamido)biphenyl-3-yl)-7-cyanobenzo[d]oxazol-5-yl)methyl)pyrrolidine-3-carboxylic acid ClC1=C(C=CC=C1NC(=O)C=1N(C2=C(CNCC2)N1)C)C1=C(C(=CC=C1)C=1OC2=C(N1)C=C(C=C2C#N)CN2C[C@H](CC2)C(=O)O)C